(1R)-1-[3-(benzyloxy)phenyl]ethan-1-ol C(C1=CC=CC=C1)OC=1C=C(C=CC1)[C@@H](C)O